tert-Butyl N-[(5-bromo-4-fluoro-1H-benzimidazol-2-yl)(cyclooctyl)methyl]carbamate BrC1=C(C2=C(NC(=N2)C(NC(OC(C)(C)C)=O)C2CCCCCCC2)C=C1)F